lithium 4-((3R)-3-phenoxypyrrolidin-1-yl) tetrahydropyran-4-carboxylate O1CCC(CC1)C(=O)ON1C[C@@H](CC1)OC1=CC=CC=C1.[Li]